N1(CCSCC1)C(C#CC1=CC(=C(C=C1)C1=CC=CC=C1)C(F)(F)F)=O 1-(thiomorpholin-4-yl)-3-[2-(trifluoromethyl)[1,1'-biphenyl]-4-yl]prop-2-yn-1-one